C(C)(C)(C)OC(=O)N[C@H](CCC(C=C1CCN(CC1)C(=O)OC(C)(C)C)=O)C(=O)OC tert-butyl (R)-4-(5-((tert-butoxycarbonyl)amino)-6-methoxy-2,6-dioxohexylidene)piperidine-1-carboxylate